NC1=NC(=C(C(=N1)N)OCCCOC1=CC=C(C(=O)NO)C=C1)CC 4-(3-[(2,4-Diamino-6-ethylpyrimidin-5-yl)oxy]propoxy)-N-hydroxybenzamide